((6-Fluoro-4-vinyl-1H-indol-5-yl)((tetrahydro-2H-pyran-2-yl)oxy)methyl)picolinonitrile FC1=C(C(=C2C=CNC2=C1)C=C)C(OC1OCCCC1)C=1C(=NC=CC1)C#N